Cl.C(=O)(OCC1C2=CC=CC=C2C2=CC=CC=C12)NC1CCNCC1 4-(Fmoc-amino)piperidine hydrochloride